1,1,2,2-tetrakis-(4-hydroxyphenyl)-ethane OC1=CC=C(C=C1)C(C(C1=CC=C(C=C1)O)C1=CC=C(C=C1)O)C1=CC=C(C=C1)O